(2Z)-3-({3-[(2Z)-3-carboxyprop-2-enamido]-2-hydroxypropyl}carbamoyl)prop-2-enoic acid C(=O)(O)\C=C/C(=O)NCC(CNC(=O)\C=C/C(=O)O)O